CN1N=C2[C@@H](N(CCC2=C1C1=NN(C(=C1)C(F)(F)F)C)C(=O)C1=C(C(=NC=C1)OC)C)C (S)-(2,7-dimethyl-3-(1-methyl-5-(trifluoromethyl)-1H-pyrazol-3-yl)-2,4,5,7-tetrahydro-6H-pyrazolo[3,4-c]Pyridin-6-yl)(2-methoxy-3-methylpyridin-4-yl)methanone